2-Methoxyphenyl acetate (2-methoxyphenylacetate) COC1=C(C=CC=C1)CC(=O)O.C(C)(=O)OC1=C(C=CC=C1)OC